4-(R)-phenyl-L-proline C1(=CC=CC=C1)[C@H]1C[C@H](NC1)C(=O)O